Sodium 1-cyclopropyl-5-(ethoxycarbonyl)-6-oxo-1,2,3,6-tetrahydropyridin-4-ol C1(CC1)N1CCC(=C(C1=O)C(=O)OCC)O.[Na]